4-(2,7-bis(4-vinylphenyl)-9H-carbazol-9-yl)benzoic acid C(=C)C1=CC=C(C=C1)C1=CC=2N(C3=CC(=CC=C3C2C=C1)C1=CC=C(C=C1)C=C)C1=CC=C(C(=O)O)C=C1